2-{3-[(2R,6S)-2,6-dimethylmorpholine-4-carbonyl]-5,6-dihydrocyclopenta[c]pyrazol-1(4H)-yl}-1-{4-[3-fluoro-5-(trifluoromethyl)phenyl]piperidin-1-yl}ethan-1-one C[C@@H]1CN(C[C@@H](O1)C)C(=O)C=1C2=C(N(N1)CC(=O)N1CCC(CC1)C1=CC(=CC(=C1)C(F)(F)F)F)CCC2